ClC1=CC=C(CN2C(N(C(N=C2NC2=CC=C(C=C2)OC2=NC=C(C=C2)F)=O)C[C@@H]2[C@H](C2)C(=O)OC)=O)C=C1 methyl (1S,2S)-2-((3-(4-chlorobenzyl)-4-((4-((5-fluoropyridin-2-yl)oxy)phenyl)amino)-2,6-dioxo-1,3,5-triazin-1-yl)methyl)cyclopropan-1-carboxylate